2-propoxyacetohydrazide C(CC)OCC(=O)NN